6-[4-(cyclopropylamino)-3-isopropylimidazo[4,5-c]pyridin-6-yl]-1'-[(3R)-pyrrolidine-3-carbonyl]-1-[(1s,3s)-3-(piperidin-1-yl)cyclobutyl]spiro[indole-3,4'-piperidin]-2-one C1(CC1)NC1=NC(=CC2=C1N(C=N2)C(C)C)C2=CC=C1C(=C2)N(C(C12CCN(CC2)C(=O)[C@H]2CNCC2)=O)C2CC(C2)N2CCCCC2